C1(=CC=CC=C1)C1=NC(=CC=C1C1=C(C=CC=C1)C1=C(C(=NC(=C1N1C2=CC=CC=C2C=2C=C(C=CC12)C)N1C2=CC=CC=C2C=2C=C(C=CC12)C)N1C2=CC=CC=C2C=2C=C(C=CC12)C)N1C2=CC=CC=C2C=2C=C(C=CC12)C)C1=CC=CC=C1 9,9',9'',9'''-(4-(2-(2,6-diphenylpyridin-3-yl)phenyl)pyridine-2,3,5,6-tetrayl)tetrakis(3-methyl-9H-carbazole)